3-[3-methyl-2-oxo-5-(3-piperazin-1-ylpropyl)benzimidazol-1-yl]piperidine-2,6-dione CN1C(N(C2=C1C=C(C=C2)CCCN2CCNCC2)C2C(NC(CC2)=O)=O)=O